N,N'-bis-salicylidene-ethylenediamine C(C=1C(O)=CC=CC1)=NCCN=CC=1C(O)=CC=CC1